BrC=1C=C2CC3(C(C2=CC1)NC(O[C@@H]1CN2CCC1CC2)=O)CC3 (S)-quinuclidin-3-yl (5'-bromo-1',3'-dihydrospiro[cyclopropane-1,2'-inden]-1'-yl)carbamate